methyl (2E)-4-(3-fluoroazetidin-1-yl)but-2-enoate FC1CN(C1)C/C=C/C(=O)OC